NCCCN1C(=NC=C1)C (3-aminopropyl)-2-methyl-1H-imidazole